tert-butyl (R)-(1-(5-bromopyridin-2-yl)piperidin-3-yl)carbamate BrC=1C=CC(=NC1)N1C[C@@H](CCC1)NC(OC(C)(C)C)=O